OC1=C(C=CC(=C1)OCCO)C1=NC(=NC(=N1)C1=C(C=C(C=C1)OCCO)O)C1=CC=C(C=C1)Br 2,4-bis[2-hydroxy-4-(2-hydroxyethoxy)-phenyl]-6-(4-bromophenyl)-s-triazine